C[NH+](CCC)C N,N-dimethyl-N-propylammonium